pyrazolo[1,5-a]pyrimidine-3-carboxylic acid trihydrochloride Cl.Cl.Cl.N1=CC(=C2N1C=CC=N2)C(=O)O